ClC1CN(CCC1C1=C(C=C(C(=C1)OC1CC1)[N+](=O)[O-])C)C 3-chloro-4-(5-cyclopropoxy-2-methyl-4-nitrophenyl)-1-methyl-piperidine